C(C1=CC=CC=C1)OC(=O)N1CC(C(CC1)(C)F)CN 3-(aminomethyl)-4-fluoro-4-methyl-piperidine-1-carboxylic acid benzyl ester